2'-Chloro-N-(5-(1,4-dimethyl-1H-imidazole-5-carbonyl)-5,6-dihydro-4H-pyrrolo[3,4-d]thiazol-2-yl)-5'-methoxy-6-methyl-[4,4'-bipyridine]-3-carboxamide ClC1=NC=C(C(=C1)C1=C(C=NC(=C1)C)C(=O)NC=1SC2=C(N1)CN(C2)C(=O)C2=C(N=CN2C)C)OC